N~2~-[cis-1-(ethylcarbamoyl)-2-({[cis-4-(4-fluorophenyl)cyclohexyl]oxy}methyl)piperidin-3-yl]-N~1~,N~1~-dimethylethanediamide C(C)NC(=O)N1[C@H]([C@H](CCC1)NC(C(=O)N(C)C)=O)CO[C@@H]1CC[C@@H](CC1)C1=CC=C(C=C1)F